2,3-dihydro-1H-cyclopenta[a]naphthalene-7-ol dihydrochloride Cl.Cl.C1CCC=2C1=C1C=CC(=CC1=CC2)O